2-(2,5-difluorophenyl)-N-((2S)-1-(((2S)-4-(4-fluorophenyl)-1-hydroxyl-(thiazol-2-yl)butan-2-yl)amino)-5-hydroxy-1-oxohexan-2-yl)thiazole-5-carboxamide FC1=C(C=C(C=C1)F)C=1SC(=CN1)C(=O)N[C@H](C(=O)N[C@H](CO)CC(C1=CC=C(C=C1)F)C=1SC=CN1)CCC(C)O